(R)-N-(1-(3-amino-5-(trifluoromethyl)phenyl)ethyl)-6-(3-methoxyazetidin-1-yl)-2-methyl-8,9-dihydro-7H-cyclopenta[H]quinazolin-4-amine NC=1C=C(C=C(C1)C(F)(F)F)[C@@H](C)NC1=NC(=NC2=C3C(=C(C=C12)N1CC(C1)OC)CCC3)C